BrC1=CC(=C(C=C1)C/C=C/C(=O)OC)OC Methyl (E)-4-(4-bromo-2-methoxyphenyl)but-2-enoate